N-(3-(5-chloro-2-methoxyphenyl)-1-(2-ethoxyethyl)-1H-pyrazol-4-yl)pyrazolo[1,5-a]pyrimidine-3-carboxamide ClC=1C=CC(=C(C1)C1=NN(C=C1NC(=O)C=1C=NN2C1N=CC=C2)CCOCC)OC